ClC1=C(C(=C(C=C1OC)OC)Cl)C1=CC2=C(N=C(N=C2)SC)C(=N1)N1CC(C1)C(F)(F)F 6-(2,6-dichloro-3,5-dimethoxyphenyl)-2-(methylthio)-8-(3-(trifluoromethyl)azetidin-1-yl)pyrido[3,4-d]pyrimidine